COC(=O)C1=C(NC(=C1)C1=C2C(=NC=C1)N(C=C2)S(=O)(=O)C2=CC=CC=C2)C2=CC=CC1=C2SC2=C1C=CC=C2 2-(Dibenzo[b,d]thiophen-4-yl)-5-[1-(benzenesulfonyl)-1H-pyrrolo[2,3-b]pyridin-4-yl]-1H-pyrrole-3-carboxylic acid methyl ester